P(O[Si](C)(C)C)(O[Si](C)(C)C)=O bis(trimethyl silyl) phosphonate